7-[(2S)-1,4-dioxan-2-ylmethyl]-2-[2-(methylsulfanyl)pyrimidin-4-yl]-1H,5H,6H,7H-pyrrolo[3,2-c]pyridin-4-one O1[C@H](COCC1)CC1C2=C(C(NC1)=O)C=C(N2)C2=NC(=NC=C2)SC